CC1CCC(N1CC1=CC=C(C=C1)C1=NOC(=N1)C(F)(F)F)=O 5-methyl-1-[[4-[5-(trifluoromethyl)-1,2,4-oxadiazol-3-yl]phenyl]methyl]pyrrolidone